OCCN(CCO)CCC[Si](OCC)(OCC)OCC di(2-hydroxyethyl)aminopropyltriethoxysilane